C1(CCC1)N[C@@H]1[C@H](C1)C=1C=C(SC1C)C(=O)NC=1C=NN(C1)C 4-((1R,2S)-2-(cyclobutylamino)-cyclopropyl)-5-methyl-N-(1-methyl-1H-pyrazol-4-yl)thiophene-2-carboxamide